C(C)(=O)[C@H]1CN(CCC1)C(=O)OC(C)(C)C tert-butyl (3R)-3-acetylpiperidine-1-carboxylate